ClC=1C=C2C(=CC(=NC2=CC1)C(F)(F)F)NN1C[C@@H](CCC1)NC(OC(C)(C)C)=O (R)-tert-butyl (1-((6-chloro-2-(trifluoromethyl)quinolin-4-yl)amino)piperidin-3-yl)carbamate